NC1=NC=C(C2=C1C(=C(S2)C2=C(C=C(C=C2)NC(C(=C)C)=O)C)C2=CC(=C(C=C2)OC2=NC=CC(=N2)C)F)C=2C=NN(C2)CCO N-(4-(4-amino-3-(3-fluoro-4-((4-methylpyrimidin-2-yl)oxy)phenyl)-7-(1-(2-hydroxyethyl)-1H-pyrazol-4-yl)thieno[3,2-c]pyridin-2-yl)-3-methylphenyl)methacrylamide